2-fluoro-5-[2-[(4-fluorophenoxy)methyl]imidazo[1,2-a]pyrimidin-6-yl]aniline FC1=C(N)C=C(C=C1)C=1C=NC=2N(C1)C=C(N2)COC2=CC=C(C=C2)F